C(C(C)C)OC(C(C(C(=O)OCC(C)C)(C(C)C)CC)(C(C)C)CC)=O diisobutyl-2,3-diethyl-2,3-diisopropylsuccinate